CN(C(C=C)=O)[C@@H]1COC[C@@H](C1)OC=1C=2N(C=C(N1)C=1C=NN(C1)C)N=CC2 N-methyl-N-((cis)-5-((6-(1-methyl-1H-pyrazol-4-yl)pyrazolo[1,5-a]pyrazin-4-yl)oxy)tetrahydro-2H-pyran-3-yl)acrylamide